CC1(OB(OC1(C)C)C=1C=C(C=CC1NCC1=CC=C(C=C1)C(F)(F)F)S(=O)(=O)NC([2H])([2H])[2H])C 3-(4,4,5,5-tetramethyl-1,3,2-dioxaborolan-2-yl)-N-(trideuteriomethyl)-4-[[4-(trifluoromethyl)phenyl]methylamino]benzenesulfonamide